C(#C)Br.[Mg] magnesium (ethynyl) bromide